C1(CC1)N1C([C@H]2N([C@@H](C1)C2)C(=O)OC(C)(C)C)=O tert-butyl (1S,5R)-3-cyclopropyl-2-oxo-3,6-diazabicyclo[3.1.1]heptane-6-carboxylate